N1(CCCCC1)C=1C(=O)NC(C1)=O piperidinylmaleimide